C(C)OC=1C(=C(/C=C/C2=CC3=C(NC(O3)=O)C=C2)C=C(C1)O)CC=C(C)C (E)-6-(3-ethoxy-5-hydroxy-2-(3-methylbut-2-en-1-yl)styryl)benzo[d]Oxazol-2(3H)-one